FC(C1=CC=C(CNC(C2=CC(=C(C=C2)N2CCN(CCC2)C)NS(=O)(=O)C2=CC=C(C=C2)C)=O)C=C1)(F)F N-(4-(trifluoromethyl)benzyl)-3-((4-methylphenyl)sulphonamido)-4-(4-methyl-1,4-diazacycloheptan-1-yl)benzamide